pyridazin-3-ylmethanamine dihydrochloride Cl.Cl.N1=NC(=CC=C1)CN